C(C)N(C)CC1=C(C=CC(=N1)NC=1C=CC(=C2CNC(C12)=O)C1=CN=C2N1C=CC(=C2)F)[C@@H]2COCC2 (R)-7-((6-((ethyl(methyl)amino)methyl)-5-(tetrahydrofuran-3-yl)pyridin-2-yl)amino)-4-(7-fluoroimidazo[1,2-a]pyridin-3-yl)isoindolin-1-one